CN1CCN(CC1)C1=CC=C(C=N1)NC(=O)C=1C=C2C(=NC1)NC=C2C=2C=C1C(=NC=NC1=CC2)OC2CCN(CC2)C N-(6-(4-methylpiperazin-1-yl)pyridin-3-yl)-3-(4-((1-methylpiperidin-4-yl)oxy)quinazolin-6-yl)-1H-pyrrolo[2,3-b]pyridine-5-carboxamide